N-methyl-2,3-dihydrobenzofuran-3-amine CNC1COC2=C1C=CC=C2